OC1=NC(=C(C(=N1)O)O)O 2,4,5,6-tetrahydroxypyrimidine